1-(3-chloro-2-fluorobenzyl)-4-((4-(1,1-difluoroethyl)-3,5-difluoro-6-((5-methyl-1H-pyrazol-3-yl)-amino)pyridin-2-yl)methyl)piperidine-4-carboxylic acid ClC=1C(=C(CN2CCC(CC2)(C(=O)O)CC2=NC(=C(C(=C2F)C(C)(F)F)F)NC2=NNC(=C2)C)C=CC1)F